(S)-4-methyl-3-((3-morpholino-1-oxa-8-azaspiro[4.5]decan-8-yl)sulfonyl)benzonitrile CC1=C(C=C(C#N)C=C1)S(=O)(=O)N1CCC2(C[C@@H](CO2)N2CCOCC2)CC1